2-(2-methyl-[1,2,4]triazolo[1,5-a]pyrimidin-6-yl)-7-(2,7-diazaspiro[3.5]nonan-2-yl)-4H-pyrido[1,2-a]pyrimidin-4-one CC1=NN2C(N=CC(=C2)C=2N=C3N(C(C2)=O)C=C(C=C3)N3CC2(C3)CCNCC2)=N1